ClC=1C=CC2=C(C=3C(C(NC4(CC4)C2)=O)=CN(C(C3)=O)[C@H](CC3CC3)C=3NC(=CN3)C3=CC=[N+](C=C3)[O-])C1F |o1:20| (R*)-4-(2-(1-(11-chloro-12-fluoro-2,5-dioxo-2,5,6,8-tetrahydro-3H-spiro[benzo[e]pyrido[3,4-c]azocine-7,1'-cyclopropan]-3-yl)-2-cyclopropylethyl)-1H-imidazol-5-yl)pyridine 1-oxide